Methyl (S)-3-(2-(4-methoxybenzyl)-1H-indol-3-yl)-2-propioamidopropanoate COC1=CC=C(CC=2NC3=CC=CC=C3C2C[C@@H](C(=O)OC)NC(CC)=O)C=C1